CSC1CCN(CC1)C(=O)C1=CC=2C(C3=CC=CC=C3C(C2C=C1)=O)=O 2-(4-(methylthio)piperidine-1-carbonyl)anthracene-9,10-dione